N-(4-(4-(1-(4,4-difluorocyclohexyl)-1H-pyrazol-3-yl)-1H-1,2,3-triazol-1-yl)-3-(6-azaspiro[2.5]octan-6-yl)phenyl)methanesulfonamide FC1(CCC(CC1)N1N=C(C=C1)C=1N=NN(C1)C1=C(C=C(C=C1)NS(=O)(=O)C)N1CCC2(CC2)CC1)F